[Br-].C(CCC)N1C(C=CC=C1)C 1-n-butyl-2-methyl-pyridine bromide